ClC=1C=C(C=CC1F)NC(N(C=1C=NC(=CC1)OC)CC1=NN(C(=C1)C(F)(F)F)CO)=O (3-Chloro-4-fluorophenyl)-1-((1-(hydroxymethyl)-5-(trifluoromethyl)-1H-pyrazol-3-yl)methyl)-1-(6-methoxypyridin-3-yl)urea